C1=CC=CC2=C1C1=C(S(O2)=O)C=CC=C1 Dibenzo[c,e][1,2]oxathiane-6-oxide